C(C1=CC=CC=C1)(=O)C=1C2=C(N3C1NCCC3)C(=NC(=C2F)F)F 10-benzoyl-6,8,9-trifluoro-1,2,3,4-tetrahydropyrido[4',3':4,5]pyrrolo[1,2-a]pyrimidine